FC1=C(C(=CC=C1)F)C=1OC(=NN1)N1[C@@H](C2=C(CC1)NC=N2)C2=NN1C(C=CC=C1C)=C2 (S)-2-(2,6-difluorophenyl)-5-(4-(7-methylpyrazolo[1,5-a]pyridin-2-yl)-1,4,6,7-tetrahydro-5H-imidazo[4,5-c]pyridin-5-yl)-1,3,4-oxadiazole